2-[(1R)-2-{[2-(1H-1,3-benzodiazol-2-yl)ethyl]amino}-1-fluoroethyl]-7-{[(3-fluoropyridin-2-yl)methyl]amino}-[1,3]thiazolo[5,4-d]pyrimidin-5-ol N1C(=NC2=C1C=CC=C2)CCNC[C@@H](F)C=2SC=1N=C(N=C(C1N2)NCC2=NC=CC=C2F)O